ClC1=CC=C(C=C1)[C@@]1(N(C(C2=CC(=CC(=C12)F)C(C)(C1CCN(CC1)C(CO)=O)O)=O)CC1=NC=C(C=C1)Cl)OC (3R)-3-(4-Chlorophenyl)-2-[(5-chloropyridin-2-yl)methyl]-4-fluoro-6-{1-hydroxy-1-[1-(2-hydroxyacetyl)piperidin-4-yl]ethyl}-3-methoxy-2,3-dihydro-1H-isoindol-1-on